FC(C1(C(N2N(C1)CCC2C=2C=C(C=NC2)C#N)=O)C)F 5-[6-(difluoromethyl)-6-methyl-5-oxo-1,2,3,7-tetrahydropyrazolo[1,2-a]pyrazol-3-yl]pyridine-3-carbonitrile